4-(5-(bis(4-methoxybenzyl)amino)-5-oxopentyl)piperazine-1-carboxylic acid benzyl ester C(C1=CC=CC=C1)OC(=O)N1CCN(CC1)CCCCC(=O)N(CC1=CC=C(C=C1)OC)CC1=CC=C(C=C1)OC